FC1=C(C(=C(C=C1)I)C1CCC(CC1)OC=C)C 1-fluoro-4-iodo-2-methyl-3-((1r,4r)-4-(vinyloxy)cyclohexyl)benzene